CC1CC2C(CC1COC(CCCCC(=O)OCC1CC3C(CC1C)O3)=O)O2.C(=O)N2CCOCC2 N-formyl-morpholine bis(3,4-epoxy-6-methylcyclohexylmethyl)adipate